[Si]12(OCCN(CCO1)CCO2)CCCCCCCCCCCN(C)C 11-(2,8,9-trioxa-5-aza-1-silabicyclo[3.3.3]undecane-1-yl)-N,N-dimethylundecane-1-amine